N1=CC=CC=2C=CC3=C(N(C21)CC2=CC=C(C(=O)OC)C=C2)C=CC=C3 methyl 4-((11H-benzo[b]pyrido[3,2-f]azepin-11-yl)methyl)benzoate